ClC=1C(=C(C(=CC1)C(F)F)C1=CN=CC(=N1)C(=O)NC=1C=NN(C1)[C@H](C)C=1C(=NC(=NC1)N1C([C@@H]2C[C@@H]2C1)=O)C)F 6-(3-chloro-6-(difluoromethyl)-2-fluorophenyl)-N-(1-((R)-1-(4-methyl-2-((1R,5s)-2-oxo-3-azabicyclo[3.1.0]hex-3-yl)pyrimidin-5-yl)ethyl)-1H-pyrazol-4-yl)pyrazine-2-carboxamide